C(C1=CC=CC=C1)OC(=O)N1CCN(CC1)C=1N=C2N3C=4C=CC=CC4SC3=C(C(C2=CN1)=O)C(=O)OCC Ethyl 4-(4-benzyloxycarbonylpiperazin-1-yl)-8-oxo-11-thia-1,3,5-triazatetracyclo[8.7.0.02,7.012,17]heptadeca-2,4,6,9,12(17),13,15-heptaene-9-carboxylate